5-(2-(3-fluorophenyl)pyrrolidin-1-yl)pyrazolo[1,5-a]pyrimidine-3-carboxylic acid ethyl ester C(C)OC(=O)C=1C=NN2C1N=C(C=C2)N2C(CCC2)C2=CC(=CC=C2)F